C1(=CC=CC=C1)COC(=O)N1C(CCCC1)CCN.FC1=C(C=CC=C1)C1NCCC1 2-(2-fluorophenyl)pyrrolidine Phenylmethyl-(21R)-2-(2-aminoethyl)-1-piperidinecarboxylate